C(#N)C1=CN(C=2N=NC(=CC21)C2=C(C=C(C=C2C)C(F)(F)F)OCOC)C2C1CCC(CC2)N1C(=O)[O-] 2-{5-cyano-3-[2-(methoxymethoxy)-6-methyl-4-(trifluoromethyl)phenyl]-7H-pyrrolo[2,3-c]pyridazin-7-yl}-8-azabicyclo[3.2.1]octane-8-carboxylate